isoserine-N,N-diacetic acid C(CN(CC(O)C(=O)O)CC(=O)O)(=O)O